4-(pentafluoro-λ6-sulfaneyl)-N-(1-phenyl-1H-pyrazol-4-yl)benzamide FS(C1=CC=C(C(=O)NC=2C=NN(C2)C2=CC=CC=C2)C=C1)(F)(F)(F)F